1-(CYCLOBUTYLIDENEMETHYL)-2,4,5-TRIMETHOXYBENZENE C1(CCC1)=CC1=C(C=C(C(=C1)OC)OC)OC